N-{(S)-1-[3-fluoro-5-(trifluoromethyl)phenyl]ethyl}-4-[(S)-5-methyl-1,4-diazepan-1-yl]-8-cyclopropyl-6-methyl-2-oxo-1,2-dihydro-1,7-diaza-3-naphthamide FC=1C=C(C=C(C1)C(F)(F)F)[C@H](C)NC(=O)C=1C(NC2=C(N=C(C=C2C1N1CCN[C@H](CC1)C)C)C1CC1)=O